C1(=CC=CC=C1)CP(CC1=CC=CC=C1)CC1=CC=CC=C1 tri-(phenylmethyl)phosphine